2-amino-N-((3S,4S)-4-methoxytetrahydro-2H-pyran-3-yl)-3-methyl-N-((5-(trifluoromethyl)-2-pyridinyl)methyl)-6-quinolinecarboxamide NC1=NC2=CC=C(C=C2C=C1C)C(=O)N(CC1=NC=C(C=C1)C(F)(F)F)[C@H]1COCC[C@@H]1OC